(S)-(4-(4-chloropyrazolo[1,5-a]pyridin-2-yl)-6,7-dihydro-1H-imidazo[4,5-c]pyridin-5(4H)-yl)(6-((dimethylamino)methyl)pyrazolo[1,5-a]pyridin-3-yl)methanone ClC=1C=2N(C=CC1)N=C(C2)[C@H]2N(CCC1=C2N=CN1)C(=O)C=1C=NN2C1C=CC(=C2)CN(C)C